tert-butyl 4-(7-fluoroimidazo[1,2-a]pyridin-3-yl)-7-((5-((R)-2-((R)-1-hydroxyethyl)morpholino)pyridin-2-yl)amino)-1-oxoisoindoline-2-carboxylate FC1=CC=2N(C=C1)C(=CN2)C2=C1CN(C(C1=C(C=C2)NC2=NC=C(C=C2)N2C[C@@H](OCC2)[C@@H](C)O)=O)C(=O)OC(C)(C)C